NCNCCCN N-aminomethyl-1,3-propanediamine